7-hydroxy-pyrazolo[1,5-a]pyrimidine OC1=CC=NC=2N1N=CC2